(2-bromo-4-chlorophenyl)-2-(hydroxyimino)acetamide BrC1=C(C=CC(=C1)Cl)C(C(=O)N)=NO